(2S,3S,4R)-1-O-(α-D-galactosyl)-2-(N-nonacosanoylamino)-1,3,4-hexanetriol [C@H]1([C@H](O)[C@@H](O)[C@@H](O)[C@H](O1)CO)OC[C@@H]([C@@H]([C@@H](CC)O)O)NC(CCCCCCCCCCCCCCCCCCCCCCCCCCCC)=O